5-bromo-N-ethyl-N-(2-hydroxyethyl)-2-methoxybenzamide BrC=1C=CC(=C(C(=O)N(CCO)CC)C1)OC